N1(N=CC=C1)C=1C=C(CN(C2=CC=C(C=C2)COCCOCCN2CCOCC2)CC2=CC(=CC=C2)OC)C=CC1 N-(3-(1H-pyrazol-1-yl)benzyl)-N-(3-methoxybenzyl)-4-((2-(2-morpholinoethoxy)ethoxy)methyl)aniline